FC1=C(C=CC(=C1)S(=O)(=O)C(F)(F)F)COC1CNC1 3-[[2-Fluoro-4-(trifluoromethylsulfonyl)phenyl]methoxy]azetidine